chloroacetic acid-4-acetaminophenyl ester N(C(=O)C)C1=CC=C(C=C1)OC(CCl)=O